[Cl-].CC=1N(C=C[NH+]1)CC1CCC=2N(C3=CC=CC=C3C2C1=O)C 2-methyl-1-[(2,3,4,9-tetrahydro-9-methyl-4-oxo-1H-carbazol-3-yl)methyl]-1H-imidazolium chloride